CC1C(CCC1C1=CC=C(C)C=C1)=O 2-methyl-3-(p-toluenyl)cyclopentane-1-one